N-Boc-hexahydropyrrolo[3,4-c]pyrrole C(=O)(OC(C)(C)C)N1CC2CNCC2C1